Cl.Cl.Cl.Cl.N1C(CCCC1=O)=O piperidine-2,6-dione tetrahydrochloride